(R)-1-(4-(4-((1-(3-(difluoromethyl)-2-fluorophenyl)ethyl)amino)-2-methyl-[1,2,4]triazolo[4',3':1,6]pyrido[2,3-d]pyrimidin-6-yl)-4-methoxypiperidin-1-yl)ethan-1-one FC(C=1C(=C(C=CC1)[C@@H](C)NC=1C2=C(N=C(N1)C)N1C(C(=C2)C2(CCN(CC2)C(C)=O)OC)=NN=C1)F)F